dibutyl[bis(dodecanoyloxy)]-stannane C(CCC)[Sn](OC(CCCCCCCCCCC)=O)(OC(CCCCCCCCCCC)=O)CCCC